2-(1-benzyl-2,6-dioxopiperidin-3-yl)-4-nitroisoindoline-1,3-dione C(C1=CC=CC=C1)N1C(C(CCC1=O)N1C(C2=CC=CC(=C2C1=O)[N+](=O)[O-])=O)=O